3-((1S,6R)-2-oxa-5-azabicyclo[4.1.0]heptan-5-yl)-N-(5-((4-chlorobenzyl)oxy)-1,3,4-thiadiazol-2-yl)isonicotinamide [C@H]12OCCN([C@@H]2C1)C1=C(C(=O)NC=2SC(=NN2)OCC2=CC=C(C=C2)Cl)C=CN=C1